C(C)(C)(C)SC1=CC=CC=C1 4-t-butylthio-benzene